C(C)(=O)N1CCP(CC1)(=O)C1=CC2=C(N=C(N=C2N[C@H](C)C2=C(C(=CC=C2)C(F)(F)F)C)C)N=C1 1-acetyl-4-[2-methyl-4-({(1R)-1-[2-methyl-3-(trifluoromethyl)phenyl]ethyl}amino)pyrido[2,3-d]pyrimidin-6-yl]-1,4lambda5-azaphosphinan-4-one